2-Chloro-5-[(3S,5R)-3,5-dimethylpiperazin-1-yl]-N-[(1R)-1-(1-naphthyl)ethyl]benzamide ClC1=C(C(=O)N[C@H](C)C2=CC=CC3=CC=CC=C23)C=C(C=C1)N1C[C@@H](N[C@@H](C1)C)C